Methyl 2-((3S,5S)-1-(3-(trifluoromethyl)benzyl)-5-(4-(trifluoromethyl)phenyl)piperidin-3-yl)acetate FC(C=1C=C(CN2C[C@@H](C[C@H](C2)C2=CC=C(C=C2)C(F)(F)F)CC(=O)OC)C=CC1)(F)F